1-((3-(5-(3,5-difluorophenyl)-4,5-dihydro-1H-pyrazole-1-carbonyl)bicyclo[1.1.1]pentan-1-yl)methyl)-1H-pyrazolo[4,3-b]pyridine-6-carbonitrile FC=1C=C(C=C(C1)F)C1CC=NN1C(=O)C12CC(C1)(C2)CN2N=CC1=NC=C(C=C12)C#N